C(C)(=O)C1=CC(=C2CN(C(C2=C1)=O)C1=CC(=CC=C1)C1(COC1)[C@H](C1=NN=CN1C)F)C(F)(F)F (R)-6-acetyl-2-(3-(3-(fluoro(4-methyl-4H-1,2,4-triazol-3-yl)methyl)-oxetan-3-yl)phenyl)-4-(trifluoromethyl)isoindolin-1-one